4',5'-DIHYDROSPIRO[PIPERIDINE-4,7'-THIENO[2,3-C]PYRAN]-4'-OL S1C=CC2=C1C1(OCC2O)CCNCC1